C(C)(C)(C)OC(=O)N1CCN(CC1)S(=O)(=O)CC1=CC=CC=C1 4-toluenesulfonylpiperazine-1-carboxylic acid tert-butyl ester